Cl.Cl.C(C)[C@@H]1OC2=C(N=CC=3C=CC=CC23)CNC1 (S)-2-ethyl-2,3,4,5-tetrahydro-[1,4]oxazepino[6,7-c]isoquinoline dihydrochloride